C[C@]12CC3(CC(C[C@@](C1)(C3)C)C2)NC(=O)NC2CCC(CC2)OC2=CC=C(C=C2)[N+](=O)[O-] 1-((1r,3R,5S,7R)-3,5-Dimethyladamantan-1-yl)-3-((1r,4R)-4-(4-nitrophenoxy)cyclohexyl)urea